BrC=1C=C2C(=CNC2=C(C1)C(C)C)C(=O)O 5-Bromo-7-isopropyl-1H-indole-3-carboxylic acid